4-((3-(1-(1,4-dioxaspiro[4.4]nonan-6-yl)-1H-pyrazol-4-yl)-2-methoxyphenyl)amino)-6-(cyclopropanecarboxamido)nicotinamide O1CCOC12C(CCC2)N2N=CC(=C2)C=2C(=C(C=CC2)NC2=CC(=NC=C2C(=O)N)NC(=O)C2CC2)OC